(R)- or (S)-11-hydroxy-1,10-dioxo-N-(2,4,6-trifluorobenzyl)-1,3,4,5,6,10-hexahydro-2,6-ethanopyrido[1,2-a][1,4]diazocine-9-carboxamide OC=1C(C(=CN2C1C(N1CCC[C@@H]2CC1)=O)C(=O)NCC1=C(C=C(C=C1F)F)F)=O |o1:12|